ClC=1C(=NC(=NC1)N[C@H]1[C@@H](COCC1)O)C=1C=C(C2=C([C@@](CO2)(C)CC)C1)F (3S,4R)-4-((5-chloro-4-((R)-3-ethyl-7-fluoro-3-methyl-2,3-dihydrobenzofuran-5-yl)pyrimidin-2-yl)amino)tetrahydro-2H-pyran-3-ol